alpha-cyano-beta-hydroxy-beta-methyl-N-(2,5-dibromophenyl)propeneAmide C(#N)C(C(=O)NC1=C(C=CC(=C1)Br)Br)=C(C)O